3-(3-(7-chloro-1,6-naphthyridin-5-yl)-3,8-diazabicyclo[3.2.1]octan-8-yl)propionitrile ClC1=NC(=C2C=CC=NC2=C1)N1CC2CCC(C1)N2CCC#N